heptadecafluoro-n-decylsilane FC(C(C(C(C(C(C([SiH3])(F)F)(F)F)(F)F)(F)F)(F)F)(F)F)(CCC(F)(F)F)F